C(#N)C1OCCN(C1)C1=NC(=NC=C1C(F)(F)F)NC1=CC=C(C=C1)N1CC(CCC1)O 1-(4-((4-(2-cyanomorpholino)-5-(trifluoromethyl)pyrimidin-2-yl)amino)phenyl)-3-hydroxypiperidine